2-tridecenecarbonitrile C(C=CCCCCCCCCCC)C#N